NCCNCC[SiH2]OCCOC N-(2-aminoethyl)-2-aminoethylmethoxyethoxysilane